N-methyl-1-methylazetidin-3-amine CNC1CN(C1)C